1-(3-hydroxyphenyl)-2-[methyl-(phenylmethyl)amino]ethanone hydrochloride Cl.OC=1C=C(C=CC1)C(CN(CC1=CC=CC=C1)C)=O